3-(N-(2-fluorobenzoyloxy)amidino)benzonitrile FC1=C(C(=O)ONC(=N)C=2C=C(C#N)C=CC2)C=CC=C1